NC1=NN2C(C=C(C=C2)C=2C=C(C(=NC2)OC)C(=O)NC=2C=NN(C2)CC2=CC=CC=C2)=N1 5-{2-Amino-[1,2,4]triazolo[1,5-a]pyridin-7-yl}-N-(1-benzyl-1H-pyrazol-4-yl)-2-methoxypyridine-3-carboxamide